(1,2-diazin-3-ylmethyl)-2-(2-(2H-1,2,3,4-tetrazol-5-yl)-3-methyl-5-(2-methylpropyl)phenyl)-5,6-dihydro-4H-pyrrolo[4,3-c]pyrazole N1=NC(=CC=C1)CC1=C2C(=NN1C1=C(C(=CC(=C1)CC(C)C)C)C=1N=NNN1)CNC2